C1(CC1)N1CCN(CC1)C=1C=C(C(=NC1)[C@H](C)OC)C=1N(C2=CC=C(C=C2C1CC(CO)(C)C)B1OC(C(O1)(C)C)(C)C)CC (S)-3-(2-(5-(4-cyclopropylpiperazin-1-yl)-2-(1-methoxyethyl)pyridin-3-yl)-1-ethyl-5-(4,4,5,5-tetramethyl-1,3,2-dioxaborolan-2-yl)-1H-indol-3-yl)-2,2-dimethylpropan-1-ol